(2S,3S)-3-(4-bromothiazol-2-yl)-2-(dibenzylamino)-3-methoxypropanoic acid BrC=1N=C(SC1)[C@H]([C@@H](C(=O)O)N(CC1=CC=CC=C1)CC1=CC=CC=C1)OC